N(N)[C@@H]1[C@H](COC1)O (3R,4S)-4-hydrazinotetrahydrofuran-3-ol